CN(C=1C=C(C=C(C1)C1=CC=CC=C1)C1=CC=CC=C1)C N,N-Dimethyl-[1,1':3',1''-terphenyl]-5'-amin